COCCCCC 1-methoxypentan